7-iodo-5-chloro-1,3-thiazolo[5,4-b]Pyridine IC1=C2C(=NC(=C1)Cl)SC=N2